(5-((3S,4S)-4-amino-3-methyl-2-oxa-8-azaspiro[4.5]decan-8-yl)-9-(5-chloroquinoxalin-6-yl)-7H-imidazo[1,2-c]pyrrolo[3,2-e]pyrimidin-7-yl)methanol N[C@@H]1[C@@H](OCC12CCN(CC2)C2=NC1=C(C=3N2C=CN3)C(=CN1CO)C=1C(=C3N=CC=NC3=CC1)Cl)C